2-((8-amino-7-fluoro-6-(4-methylpyridin-3-yl)isoquinolin-3-yl)amino)-7-methyl-6,7-dihydro-5H-imidazo[1,2-d][1,4]diazepin-8(9H)-one NC=1C(=C(C=C2C=C(N=CC12)NC=1N=C2N(CCN(C(C2)=O)C)C1)C=1C=NC=CC1C)F